ketochromate-tromethamine NC(CO)(CO)CO.O=[Cr](=O)(=O)(O)O